3-[1-(3-bromophenyl)-3-methoxycyclobutyl]-4-methyl-1,2,4-triazole BrC=1C=C(C=CC1)C1(CC(C1)OC)C1=NN=CN1C